C1(CC1)N1CNC=2C=NC=CC21 1-cyclopropyl-1,3-dihydroimidazo[4,5-C]pyridine